6-Amino-3-((1r,3r)-4'-chloro-3-methoxy-1',2'-dihydrospiro[cyclobutane-1,3'-pyrrolo[2,3-b]pyridin]-5'-yl)-2-fluoro-N,N-dimethylbenzamide NC1=CC=C(C(=C1C(=O)N(C)C)F)C=1C(=C2C(=NC1)NCC21CC(C1)OC)Cl